N=1NC=C2C=CC(=CC12)C(=O)N1C[C@H](N([C@@H](C1)C)C(=O)C1=C(C=C(C=C1)OC)F)C ((2R,6R)-4-(2H-indazole-6-carbonyl)-2,6-dimethylpiperazin-1-yl)(2-fluoro-4-methoxyphenyl)methanone